2,5-dihydro-1H-imidazole N1CN=CC1